(S)-4-tert-butoxycarbonylmorpholine-3-carboxylic acid C(C)(C)(C)OC(=O)N1[C@@H](COCC1)C(=O)O